3-ethyl-1,3,5-thiadiazolium iodide [I-].C(C)[N+]1=CSN=C1